C(C)(C)(C)C=1C=C(C=C(C1O)C(C)(C)C)C=1N=C(N2C1C=CC=C2)C(=O)C2=CC=CC=C2 (1-(3,5-di-tert-butyl-4-hydroxyphenyl)imidazo[1,5-a]pyridin-3-yl)(phenyl)methanone